(3-Aminopropyl)-trimethoxysilane Acetate C(C)(=O)O.NCCC[Si](OC)(OC)OC